phenylen-2,6-benzobisoxazol C1(=C(C=CC=C1)C=1OC=C2C1C=CN=C2)C=2OC=C1C2C=CN=C1